N1N=CC2=CC(=CC=C12)N 5-Indazolamine